NC=1C(=NC=CC1C#N)C=1C=C2C(=C(C=NC2=CC1)C1=CC(=CC(=C1)C)F)N1CC(C1)C1NCCOC1 3-amino-2-[3-(3-fluoro-5-methylphenyl)-4-[3-(morpholin-3-yl)azetidin-1-yl]quinolin-6-yl]pyridine-4-carbonitrile